(2R,4S)-N-((S,E)-1-cyclopropyl-3-(methylsulfonyl)allyl)-4-ethyl-2-phenylpiperidine-1-carboxamide C1(CC1)[C@@H](\C=C\S(=O)(=O)C)NC(=O)N1[C@H](C[C@H](CC1)CC)C1=CC=CC=C1